C(#N)C1=C2CC[C@@H](C2=CC=C1)N[S@@](=O)C(C)(C)C (S)-N-((S)-4-cyano-2,3-dihydro-1H-indene-1-yl)-2-methylpropane-2-sulfinamide